3-(3-(6-(((S)-2-isopropyl-4-methylpiperazin-1-yl)methyl)-1-oxo-4-(trifluoromethyl)isoindolin-2-yl)phenyl)-3-(4-methyl-4H-1,2,4-triazol-3-yl)cyclobutanecarbonitrile C(C)(C)[C@@H]1N(CCN(C1)C)CC1=CC(=C2CN(C(C2=C1)=O)C=1C=C(C=CC1)C1(CC(C1)C#N)C1=NN=CN1C)C(F)(F)F